2-amino-4-[1-(3-amino-4-hydroxyphenyl)-1-methyl-ethyl]phenol NC1=C(C=CC(=C1)C(C)(C)C1=CC(=C(C=C1)O)N)O